methyl-N-(tert-butoxycarbonyl)-O-toluenesulfonyl-L-serine methyl ester COC([C@@H](N(C(=O)OC(C)(C)C)C)COS(=O)(=O)CC1=CC=CC=C1)=O